S1C(SCCC1)C(=O)O 1,3-Dithiane-2-carboxylic acid